1-[5-acetyl-1-(4-chloro-phenyl)-2-(5-chloro-pyridin-2-ylmethyl)-7-fluoro-3-oxo-2,3-dihydro-1H-isoindol-1-yloxymethyl]-Cyclopropanecarboxylic acid amide C(C)(=O)C=1C=C2C(N(C(C2=C(C1)F)(OCC1(CC1)C(=O)N)C1=CC=C(C=C1)Cl)CC1=NC=C(C=C1)Cl)=O